BrC1=CC=C(C=N1)COC1=C(C=CC(=N1)C1=CC(=C(C=C1F)CC=1N(C2=C(N1)C(=CC(=C2)C(=O)OCC)F)C[C@H]2OCC2)F)F Ethyl 2-[[4-[6-[(6-bromo-3-pyridyl)methoxy]-5-fluoro-2-pyridyl]-2,5-difluoro-phenyl]methyl]-7-fluoro-3-[[(2S)-oxetan-2-yl]methyl]benzimidazole-5-carboxylate